1-(2-{4-[(1-ethyl-1H-pyrazol-4-yl)methyl]-1,2-oxazol-3-yl}-5-fluorophenyl)ethan-1-one C(C)N1N=CC(=C1)CC=1C(=NOC1)C1=C(C=C(C=C1)F)C(C)=O